C1(CC1)NC1CCN(CC1)C=1C=2N(C(=CC1)C(=O)NC=1N=C3N(C=C(N=C3C)C)C1)N=C(C2)CF 4-[4-(cyclopropylamino)-1-piperidyl]-N-(6,8-dimethylimidazo[1,2-a]pyrazin-2-yl)-2-(fluoromethyl)-pyrazolo[1,5-a]pyridine-7-carboxamide